2-isopropyl-1,1'-biphenyl C(C)(C)C1=C(C=CC=C1)C1=CC=CC=C1